2,2-difluoro-3-(4-fluorophenyl)-3-methoxypropionamide FC(C(=O)N)(C(OC)C1=CC=C(C=C1)F)F